COC1=C(C=CC(=C1)CCC)O 2-methoxy-4-propylphenol